2-Amino-N-(4-(((2S,4R)-2-methyl-1-propionyl-1,2,3,4-tetrahydroquinolin-4-yl)amino)phenyl)acetamide NCC(=O)NC1=CC=C(C=C1)N[C@@H]1C[C@@H](N(C2=CC=CC=C12)C(CC)=O)C